NC(C(=O)O)(CCCCB(O)O)CCC1N(CCCC1)CC1=CC(=C(C=C1)F)F 2-amino-6-borono-2-(2-(1-(3,4-difluorobenzyl)piperidin-2-yl)ethyl)hexanoic acid